N1(C(C=CC=C1)=O)C1=NC=CC(=C1)N1C(C=CC=C1)=O [1,2':4',1''-terpyridin]-2,2''-dione